C(#N)C1(CN(C1)C1=CC(=NC=C1)N1N=CC(=C1)S(=O)(=O)NC=1C=CC=C2C=NN(C12)C)C 1-(4-(3-CYANO-3-METHYLAZETIDIN-1-YL)PYRIDIN-2-YL)-N-(1-METHYL-1H-INDAZOL-7-YL)-1H-PYRAZOLE-4-SULFONAMIDE